ClC=1C=C(C=C(C1)NS(=O)(=O)C)NC(=O)C1=CN(C(=C1)C1=NC=CC=C1C)CC(F)F N-(3-chloro-5-(methylsulfonamido)phenyl)-1-(2,2-difluoroethyl)-5-(3-methylpyridin-2-yl)-1H-pyrrole-3-carboxamide